CC=1C(=CC=C(C(=O)O)C1)C1=CC=C(C=C1)O 5-methyl-4-(4-hydroxyphenyl)benzoic acid